2-(2-((1H-imidazol-4-yl)methoxy)-4-methylphenyl)pyrazine N1C=NC(=C1)COC1=C(C=CC(=C1)C)C1=NC=CN=C1